NC(CNC1=NC(=C2C(=N1)N(N=C2)C)NCC2=CC(=C(C=C2)C)Cl)C2=C(C=CC=C2)OC N6-[2-amino-2-(2-methoxyphenyl)ethyl]-N4-[(3-chloro-4-methyl-phenyl)methyl]-1-methyl-pyrazolo[3,4-d]pyrimidine-4,6-diamine